(E)-4-{2-[2-(3',4'-dimethoxy-[1,1'-biphenyl]-4-yl)2-nitroethylsulfonyl]vinyl}benzene-1,2-diol COC=1C=C(C=CC1OC)C1=CC=C(C=C1)C(CS(=O)(=O)/C=C/C=1C=C(C(=CC1)O)O)[N+](=O)[O-]